CC(C1=CC=CC=C1)C1=C(C(=C(C=C1)O)C(C1=CC=CC=C1)C)C(C1=CC=CC=C1)C tri(α-methylbenzyl)phenol